tert-butyl (R,E)-2-(1-((tert-butoxycarbonyl)amino)-2-((4-oxohex-2-en-1-yl)oxy)ethyl)-4-(2-methoxyquinolin-3-yl)-1H-imidazole-1-carboxylate C(C)(C)(C)OC(=O)N[C@@H](COC\C=C\C(CC)=O)C=1N(C=C(N1)C=1C(=NC2=CC=CC=C2C1)OC)C(=O)OC(C)(C)C